CC(=CC(=O)C(O)(C[N+](C)(C)C)CC([O-])=O)C 3-methyl-butenoyl-carnitine